CCNC1=CC=CC=C1 Ethylaniline